P(=O)(OCCOC(C(=C)C)=O)(OCC[N+](C)(C)C)[O-] 2-(Methacryloyloxy)ethyl 2-(Trimethylammonio)ethyl Phosphate